COCC=1C=CC2=C(NC(O2)=O)C1 5-(methoxymethyl)benzo[d]oxazol-2(3H)-one